ethyl (2R,3S,4R,5S)-2,3,4,5-tetrahydroxy-5-phenylpentanoate O[C@@H](C(=O)OCC)[C@H]([C@@H]([C@H](C1=CC=CC=C1)O)O)O